4-[1-[(4-bromophenyl)methyl]-3-hydroxy-2-oxo-indolin-3-yl]benzenesulfonamide BrC1=CC=C(C=C1)CN1C(C(C2=CC=CC=C12)(O)C1=CC=C(C=C1)S(=O)(=O)N)=O